dimethyl-dioctadecyl-dimethyl-ammonium chloride [Cl-].CC([N+](C)(CCCCCCCCCCCCCCCCCC)CCCCCCCCCCCCCCCCCC)C